CC1=C(NCCC#N)C=CC=C1 2-methyl-mono-cyanoethyl-aniline